isopropyl 1-(3-chloro-2-pyridinyl)-3-oxo-pyrazolidine-5-carboxylate ClC=1C(=NC=CC1)N1NC(CC1C(=O)OC(C)C)=O